N-[3-(N,N-dioctylamino)phenyl]-2-ethylhexanamide C(CCCCCCC)N(CCCCCCCC)C=1C=C(C=CC1)NC(C(CCCC)CC)=O